1-(2,4-Difluorophenyl)-3-(3-ethoxy-4-hydroxyphenyl)prop-2-en-1-one FC1=C(C=CC(=C1)F)C(C=CC1=CC(=C(C=C1)O)OCC)=O